O1CC(OC2=C1C=CC=C2)C(=O)C2=CN(C1=CC(=CC=C21)C2=CNC1=NC=CC=C12)CCO 2,3-Dihydro-1,4-benzodioxin-3-yl-[1-(2-hydroxyethyl)-6-(1H-pyrrolo[2,3-b]pyridin-3-yl)indol-3-yl]methanone